C(CCCC)C(CCCCCCCCCCCCCC)OCCO 2-[(1-n-pentylpentadecyl)oxy]ethanol